C=CC1=CC=CC=C1F o-fluorostyrene